[N+](=O)([O-])C=1C=C(C=CC1N(C)C)NC1=NC=2N(C(=N1)C1=CSC3=C1C=CC=C3)N=CC2 2-(3-nitro-4-dimethylaminophenylamino)-4-(benzothien-3-yl)pyrazolo[1,5-a][1,3,5]Triazine